BrCC(=O)C1=C(C(=CC(=C1)CC=C)OC)O Bromoacetyl-eugenol